3-((4-(docosyloxy)-3,5-difluorophenyl)sulfonyl)-4-(4-(4-(1-ethylpiperidin-4-yl)piperazin-1-yl)piperidin-1-yl)-6-(trifluoromethoxy)quinoline C(CCCCCCCCCCCCCCCCCCCCC)OC1=C(C=C(C=C1F)S(=O)(=O)C=1C=NC2=CC=C(C=C2C1N1CCC(CC1)N1CCN(CC1)C1CCN(CC1)CC)OC(F)(F)F)F